CN1C2=C(C=3C=CC(=CC13)C=1C(=NC=CC1)OC1CC(C1)OC1CCNCC1)C=NC=C2 [5-methyl-5H-pyrido[4,3-b]indol-7-yl]-2-[(1r,3r)-3-(piperidin-4-yloxy)cyclobutoxy]pyridine